3-(5-(1-methylpiperidin-4-yloxy)pyridin-2-yl)-N-(pyrimidin-2-yl)-1,2,4-thiadiazol-5-amine CN1CCC(CC1)OC=1C=CC(=NC1)C1=NSC(=N1)NC1=NC=CC=N1